technetium(VII) oxide [Tc+5]=O